FC1=CC=C(C=C1)N1C=NC=C1C#N 3-(4-fluorophenyl)imidazole-4-carbonitrile